The molecule is a dibenzothiepine and a tertiary amino compound. It has a role as an alpha-adrenergic drug, a serotonergic drug and a second generation antipsychotic. CN(C)CCOC1=CC2=CC=CC=C2SC3=C1C=C(C=C3)Cl